N1=C(C=CC=C1)C(C=CC1=NC=CC=C1)=O 1,3-bis(pyridin-2-yl)-2-propen-1-one